3-Amyl-octanoic acid ethyl ester C(C)OC(CC(CCCCC)CCCCC)=O